FC(SC1=CC=C(C=C1)B1OCCO1)(F)F 2-(4-((trifluoromethyl)thio)phenyl)-1,3,2-dioxaborolane